3-(2-(benzylthio)thiazol-5-yl)oxetan-3-ol C(C1=CC=CC=C1)SC=1SC(=CN1)C1(COC1)O